C([C@@H]1[C@H]([C@@H]([C@H]([C@H](O1)O[C@H]2[C@@H]([C@H]([C@@H]([C@H](O2)CO)O)O)O)O)O)O)O The molecule is a trehalose in which one of the glucose residues has alpha-configuration at the anomeric carbon, while the other has alpha-configuration. It is a trehalose, an alpha-D-glucoside and a beta-D-glucoside.